methyl 5-chlorosulfonyl-1-methyl-pyrazole-3-carboxylate ClS(=O)(=O)C1=CC(=NN1C)C(=O)OC